tert-butyl 4-acetyl-3-(6-chloro-2'-fluoro-6'-(methylcarbamoyl)-[2,4'-bipyridin]-4-yl)piperazine-1-carboxylate C(C)(=O)N1C(CN(CC1)C(=O)OC(C)(C)C)C1=CC(=NC(=C1)Cl)C1=CC(=NC(=C1)C(NC)=O)F